2-methoxy-4-methylphenyl 4-methylbenzoate CC1=CC=C(C(=O)OC2=C(C=C(C=C2)C)OC)C=C1